(2R,3R,4R,5R)-2-(acetoxymethyl)-5-(2-(2-cyclohexylacetamido)-6-(methylamino)-9H-purin-9-yl)-4-fluoro-4-methyltetrahydrofuran-3-yl 2-cyclohexylacetate C1(CCCCC1)CC(=O)O[C@@H]1[C@H](O[C@H]([C@]1(C)F)N1C2=NC(=NC(=C2N=C1)NC)NC(CC1CCCCC1)=O)COC(C)=O